NC=C(C=O)CC 3-AMINO-2-ETHYLACROLEIN